2-(2-(2-(2,6-Dioxopiperidin-3-yl)-1,3-dioxoisoindol-5-yl)-2,7-diazaspiro[3.5]nonan-7-yl)acetic acid O=C1NC(CCC1N1C(C2=CC=C(C=C2C1=O)N1CC2(C1)CCN(CC2)CC(=O)O)=O)=O